O1CCN(CC1)C=1C2=C(N=CN1)NC(=C2)C2=CC=C(N[C@@H](C(F)(F)F)C1CNCCC1)C=C2 4-(4-morpholino-7H-pyrrolo[2,3-d]pyrimidin-6-yl)-N-((1R)-2,2,2-trifluoro-1-(piperidin-3-yl)ethyl)aniline